S1C2=C(C(=C1)C1=NN(C=C1)C1=NC(=NC(=C1)N1CCOCC1)[C@@H](CO)OC)C=CC=C2 (S)-2-(4-(3-(benzo[b]thiophen-3-yl)-1H-pyrazol-1-yl)-6-morpholinopyrimidin-2-yl)-2-methoxyethan-1-ol